3-(3-tert-butyl-4-hydroxyphenyl)butyric acid C(C)(C)(C)C=1C=C(C=CC1O)C(CC(=O)O)C